2,2,4-trimethylpyrrolidine CC1(NCC(C1)C)C